FC=1C=C(C=C(C1)F)C1=C(NC2=C1C(N(C=C2)C)=O)C2=CC=NC=C2 4-[3-(3,5-difluorophenyl)-5-methyl-4-oxo-4,5-dihydro-1H-pyrrolo[3,2-c]pyridin-2-yl]pyridin